(S)-1-(3,5-dihydroxyphenyl)-3-(2,4,6-trihydroxyphenyl)-propan-2-ol OC=1C=C(C=C(C1)O)C[C@@H](CC1=C(C=C(C=C1O)O)O)O